BrC=1C=CC(=NC1)[C@H](CN[C@@H]([C@H]1CNC2=C(N1)N=CC=C2)C2=CC=CC=C2)C |o1:7| (S or R)-2-(5-bromopyridin-2-yl)-N-((R)-phenyl((R)-1,2,3,4-tetrahydropyrido[2,3-b]pyrazin-3-yl)methyl)propan-1-amine